Cl.C1(CCC1)CNCC=1NC2=CC(=CC=C2C1)CNC(C1=CN=CC(=C1)N1CCCC1)=O N-((2-(((cyclobutylmethyl)amino)methyl)-1H-indol-6-yl)methyl)-5-(pyrrolidin-1-yl)nicotinamide hydrochloride Salt